Cl.NCCN1C2=C(N=C3C(NC(N=C13)=O)=O)C=C(C(=C2)C)C 10-(2-Aminoeth-1-yl)-7,8-dimethyl-[3H,10H]-benzo[g]pteridine-2,4-dione hydrochloride